4-methyl-3-(nonafluorobutyl)-4H-1,2,4-triazole CN1C(=NN=C1)C(C(C(C(F)(F)F)(F)F)(F)F)(F)F